NCC1COC2=C(O1)C=CC(=C2N2CCNCC2)CN 2,6-bis(aminomethyl)-5-(piperazin-1-yl)-2,3-dihydro-1,4-benzodioxine